C(C)OC(=O)C1CC12C(CN(CC2)S(N)(=O)=O)C D-4-methyl-6-sulfamoyl-6-azaspiro[2.5]octane-1-carboxylic acid ethyl ester